CC1=C(C=2N(C=C1C1=C(C=3N=C(SC3N1)C1CCC(CC1)N1CC(C1)F)C(C)C)N=CN2)C 5-(7,8-dimethyl-[1,2,4]triazolo[1,5-a]pyridin-6-yl)-2-(4-(3-fluoroazetidin-1-yl)cyclohexyl)-6-isopropyl-4H-pyrrolo[3,2-d]thiazole